C(C)(C)(C)OC(=O)N=C([S-])C1=NC=CC=C1 N-(tert-butoxycarbonyl)pyridine-2-carbimidothioate